NCC1(CCN(CC1)C1=CN=C2C(=N1)NN=C2NC2=C(C(=NC=C2)N)Cl)C N4-(6-(4-(aminomethyl)-4-methylpiperidin-1-yl)-1H-pyrazolo[3,4-b]pyrazin-3-yl)-3-chloropyridine-2,4-diamine